4-((4-(5-methyl-[1,3,4]oxadiazol-2-yl)-2-(difluoromethoxy)phenyl)amino)pyridazine-3-carboxamide Rhodium [Rh].CC1=NN=C(O1)C1=CC(=C(C=C1)NC1=C(N=NC=C1)C(=O)N)OC(F)F